BrC1=C(C=CC=C1)C1=CC=CC=2C3=CC=CC=C3C(C12)(C1=CC=CC=C1)C1=CC=CC=C1 1-(2-bromophenyl)-9,9-diphenyl-9H-fluorene